FC(C1=NN(C=C1C(=O)N1CCN(CC1)C=1C=C2C3=C(N(C2=CC1OC)C)C(=NC=C3)C)C)F (3-(difluoromethyl)-1-methyl-1H-pyrazol-4-yl)(4-(7-methoxy-1,9-dimethyl-9H-pyrido[3,4-b]indol-6-yl)piperazine-1-yl)methanone